OC1=CC=C(C=C1)C(C(F)(F)F)(C(F)(F)F)C1=CC=C(C=C1)O 2,2-Bis(4-hydroxyphenyl)hexafluoropropane